6-hydroxynaphthalene-2-amine OC=1C=C2C=CC(=CC2=CC1)N